3-[5-(4-fluorophenyl)-6-isopropyl-1-(p-toluenesulfonyl)pyrazolo[4,3-g]Quinolin-7-yl]Oxyhydroxyazetidine-1-carboxylic acid benzyl ester C(C1=CC=CC=C1)OC(=O)N1C(C(C1)OC1=NC2=CC3=C(C=C2C(=C1C(C)C)C1=CC=C(C=C1)F)C=NN3S(=O)(=O)C3=CC=C(C)C=C3)O